BrC=1C=C2C=NN(C2=CC1OC)C1CN(C1)C(=O)OC(C)(C)C tert-butyl 3-(5-bromo-6-methoxy-1H-indazol-1-yl)azetidine-1-carboxylate